2-methylquinazolin CC1=NC2=CC=CC=C2C=N1